NC=1C(=C2C(=NC1C(=O)N)N(C=C2C#N)CC)C2=C(C(=C(C=C2)C)O)C (M)-5-amino-3-cyano-1-ethyl-4-(3-hydroxy-2,4-dimethylphenyl)pyrrolo[2,3-b]pyridine-6-carboxamide